tert-Butyl (3-(4,4,5,5-tetramethyl-1,3,2-dioxaborolan-2-yl)phenethyl)carbamate CC1(OB(OC1(C)C)C=1C=C(CCNC(OC(C)(C)C)=O)C=CC1)C